methyl 2-[4-({[4-(1,3-benzoxazol-2-yl)-5-methoxy-1-methyl-6-oxopyrimidin-2-yl](methyl)amino}(phenyl)methyl)phenyl]acetate O1C(=NC2=C1C=CC=C2)C=2N=C(N(C(C2OC)=O)C)N(C)C(C2=CC=C(C=C2)CC(=O)OC)C2=CC=CC=C2